C(C)(CC)N Secondary butylamine